6-Chloro-4-fluoro-6'-((4-methylpiperazin-1-yl)methyl)-3,3'-bipyridine ClC1=CC(=C(C=N1)C=1C=NC(=CC1)CN1CCN(CC1)C)F